CC(CC)(C)C1=CC=C(OCC(=O)NC=2C=C(C(=O)O)C=CC2)C=C1 3-{2-[4-(1,1-dimethylpropyl)-phenoxy]acetylamino}-benzoic acid